C[Si](C)(C)C#CC=1C=CC(=NC1)CO (5-((trimethylsilyl)ethynyl)pyridin-2-yl)methanol